[N]=O Nitrogen(II) oxide